ClC1=CC2=C(C(C=C(O2)C(=O)NC23CC(C2)(C3)NC(COC3=CC(=C(C=C3)Cl)F)=O)=O)C=C1 7-chloro-N-{3-[2-(4-chloro-3-fluorophenoxy)acetamido]bicyclo[1.1.1]pent-1-yl}-4-oxo-4H-1-benzopyran-2-carboxamide